methyl (5-((4-(1,4-dioxa-8-azaspiro[4.5]decan-8-yl)phenyl)thio)-1H-benzo[d]imidazol-2-yl)carbamate O1CCOC12CCN(CC2)C2=CC=C(C=C2)SC2=CC1=C(NC(=N1)NC(OC)=O)C=C2